FC1=C(C=CC=C1)C(NC(C)C)=O 4-fluoro-3-[(propan-2-yl)carbamoyl]benzene